OC(C)C1=C2C(C(=C(OC2=CC=C1C)C1=CC2=CN(N=C2C=C1)C)C)=O (1-hydroxyethyl)-3,6-dimethyl-2-(2-methylindazol-5-yl)chromen-4-one